bis(4-methylphenyl) trisulfide CC1=CC=C(C=C1)SSSC1=CC=C(C=C1)C